3-((6-((1H-Indazol-4-yl)methyl)-4-methyl-5-oxo-5,6-dihydro-4H-thiazolo[5',4':4,5]pyrrolo[2,3-d]pyridazin-2-yl)methyl)benzonitrile N1N=CC2=C(C=CC=C12)CN1N=CC2=C(C1=O)N(C1=C2SC(=N1)CC=1C=C(C#N)C=CC1)C